C(C)OC(C(CC1=CC=C(C=C1)OCCOCCOCC)N1CCN(CCN(CCN(CC1)CC(OC(C)(C)C)=O)C(C(=O)OC)C)CC(=O)OC(C)(C)C)=O.C=CC=CC 1,3-pentadiene Ethyl-2-{4,10-bis(2-tert-butoxy-2-oxoethyl)-7-[1-methoxy-1-oxopropan-2-yl]-1,4,7,10-tetraaza-cyclododecan-1-yl}-3-{4-[2-(2-ethoxyethoxy)ethoxy]phenyl}propanoate